NC1(C(CC(CC1)(C1=CC=CC=C1)C1=CC=CC=C1)(C)C)N 4,4-diamino-3,3-dimethyldiphenylcyclohexane